Benzyl (S)-2-(6-((3-fluoro-5-(1-methyl-1H-pyrazol-4-yl)benzyl)carbamoyl)-7H-purin-8-yl)pyrrolidine-1-Carboxylate FC=1C=C(CNC(=O)C2=C3NC(=NC3=NC=N2)[C@H]2N(CCC2)C(=O)OCC2=CC=CC=C2)C=C(C1)C=1C=NN(C1)C